C(C)(C)(C)C=1C=C(C2=C(N=C(O2)C2=CC=C(C=C2)O)C1)C(C)(C)C 4-(5,7-di-tert-butylbenzo[d]oxazol-2-yl)phenol